BrC=1C=CC(=C(C1)C1=NC=CC=C1)OC(F)F 2-(5-bromo-2-(difluoromethoxy)phenyl)pyridine